ethyl-hexathiobenzene C(C)SSSSSSC1=CC=CC=C1